C1=CC=CC=2C3=CC=CC=C3C(=CC12)C1=CC=C(C=C1)C=1C=CC=2N(C3=CC=CC=C3C2C1)C1=CC=CC=C1 3-[4-(9-phenanthryl)-phenyl]-9-phenyl-9H-carbazole